N(NC)P(=O)[O-].[La+3].N(NC)P(=O)[O-].N(NC)P(=O)[O-] lanthanum diaza-propylhypophosphite